N[C@@H](CCC#N)C=1C=C(C(=O)NC2CCN(CC2)C)C=CC1 (S)-3-(1-amino-3-cyanopropyl)-N-(1-methylpiperidin-4-yl)benzamide